N-{4-[7-(2-oxopyrrolidin-1-yl)-3-(pyridin-2-yl)-1H-pyrrolo[3,2-b]pyridin-2-yl]pyridin-2-yl}acetamide O=C1N(CCC1)C1=C2C(=NC=C1)C(=C(N2)C2=CC(=NC=C2)NC(C)=O)C2=NC=CC=C2